tert-butyl N-[1-[4-(bromomethyl)phenyl]-1-methyl-ethyl]carbamate BrCC1=CC=C(C=C1)C(C)(C)NC(OC(C)(C)C)=O